C(=O)O.O=C1NC(CCC1N1C(C2=CC=CC(=C2C1)NCC(=O)N)=O)=O 2-((2-(2,6-dioxopiperidin-3-yl)-1-oxoisoindolin-4-yl)amino)acetamide formate